methyl 2-{2-[(tert-butyldimethylsilyl)oxy]propan-2-yl}pyridine-4-carboxylate [Si](C)(C)(C(C)(C)C)OC(C)(C)C1=NC=CC(=C1)C(=O)OC